methyl (2-oxo-2-(((2-oxoethoxy)methyl)amino)ethyl)carbamate O=C(CNC(OC)=O)NCOCC=O